3-(1-(tert-butoxycarbonyl)azetidin-3-yl)propiolic acid C(C)(C)(C)OC(=O)N1CC(C1)C#CC(=O)O